3-(2-fluorobenzoyl)-2-(2-bromoacetamido)-4H,5H,6H-cyclopenta[b]thiophene-5-carboxylic acid methyl ester COC(=O)C1CC2=C(SC(=C2C(C2=C(C=CC=C2)F)=O)NC(CBr)=O)C1